tetrasodium N-(1,2-dicarboxyethyl)-N-octadecylsuccinamide C(=O)(O)C(CC(=O)O)N(C(CCC(=O)N)=O)CCCCCCCCCCCCCCCCCC.[Na].[Na].[Na].[Na]